tri(2-bromo-3-hydroxy-4-tert-butylpyridine) phosphite P(O)(O)O.BrC1=NC=CC(=C1O)C(C)(C)C.BrC1=NC=CC(=C1O)C(C)(C)C.BrC1=NC=CC(=C1O)C(C)(C)C